N=1N=CN2C1CN(CC2)C(CNC2=C(C#N)C(=CC(=N2)C)C(F)(F)F)=O 2-((2-(5,6-dihydro-[1,2,4]triazolo[4,3-a]pyrazin-7(8H)-yl)-2-oxoethyl)amino)-6-methyl-4-(trifluoromethyl)nicotinonitrile